C(C(=C)C)(=O)OCC(C)O (methacryloyloxy)-2-hydroxypropane